FC1=CC=C(C=C1)[C@H]1CN(CC1)C=1C=2N(N=C(C1)C=1C(NC(NC1)=O)=O)C=CN2 5-[8-[(3S)-3-(4-fluorophenyl)pyrrolidin-1-yl]imidazo[1,2-b]pyridazin-6-yl]-1H-pyrimidine-2,4-dione